ClCC1=CC2=C(N=CS2)C=C1 6-(chloromethyl)-1,3-benzothiazole